2-Amino-4-bromo-5-fluorobenzaldehyde NC1=C(C=O)C=C(C(=C1)Br)F